(R,Z)-N-(1-(3,6-dimethyl-2-(1-methyl-1H-pyrazol-3-yl)-4-oxo-3,4-dihydroquinazolin-8-yl)ethylidene)-2-methylpropane-2-sulfinamide CN1C(=NC2=C(C=C(C=C2C1=O)C)\C(\C)=N/[S@](=O)C(C)(C)C)C1=NN(C=C1)C